2-(2,6-dimethylhept-5-en-1-yl)thiazolidine-4-carboxylic acid CC(CC1SCC(N1)C(=O)O)CCC=C(C)C